tert-butyl (R)-(1-((2-((1-(6-morpholino-9H-purin-8-yl)piperidin-4-yl)carbamoyl)pyridin-4-yl)methyl)piperidin-3-yl)carbamate O1CCN(CC1)C1=C2N=C(NC2=NC=N1)N1CCC(CC1)NC(=O)C1=NC=CC(=C1)CN1C[C@@H](CCC1)NC(OC(C)(C)C)=O